IC1=CC2=C(C=C1)OCO2 1-iodo-3,4-methylenedioxybenzene